5-bromo-2-((4-methoxy-3-(4-methylpiperazin-1-yl)phenyl)sulfonyl)-3-methyl-1H-indole BrC=1C=C2C(=C(NC2=CC1)S(=O)(=O)C1=CC(=C(C=C1)OC)N1CCN(CC1)C)C